gallium(II) selenide [Ga]=[Se]